ClC1=CC=NC=2CCC(CC12)C 4-chloro-6-methyl-5,6,7,8-tetrahydroquinoline